2-(3-methyl-1H-pyrrolo[3,2-c]pyridin-1-yl)propanoate CC1=CN(C2=C1C=NC=C2)C(C(=O)[O-])C